(3-((benzyloxy) methyl)-4-ethyl-5-oxo-4,5-dihydro-1H-1,2,4-triazol-1-yl)-5-fluoro-2-vinylnicotinate C(C1=CC=CC=C1)OCC1=NN(C(N1CC)=O)C1=NC(=C(C(=O)[O-])C=C1F)C=C